xylenesebacamide C1(=C(C(=CC=C1)C(CCCCCCCC(=O)N)C(=O)N)C)C